FC(C(=O)OOC(C(C(F)(F)F)(F)F)=O)(C(F)(F)F)F di(perfluoropropionyl) peroxide